FC(C1(CC1)NC1CN(CC1)C1=CC=C(N=N1)C1=C(C=C(C=C1)C=1C=NNC1)O)F 2-[6-(3-{[1-(difluoromethyl)cyclopropyl]amino}pyrrolidin-1-yl)pyridazin-3-yl]-5-(1H-pyrazol-4-yl)phenol